2-(3,5-difluoroanilino)-N-(6,6-dimethyl-7-bicyclo[3.2.0]heptyl)-5-methyl-thiazole-4-carboxamide FC=1C=C(NC=2SC(=C(N2)C(=O)NC2C(C3CCCC23)(C)C)C)C=C(C1)F